ClC=1C=2C(N=C3N(C2C=CC1)C1=CC(=CC=C1C3(C)C)C3CCN(CC3)C3CC1(C3)CCN(CC1)C=1C=C3C(N(C(C3=CC1)=O)C1C(NC(CC1)=O)=O)=O)=O 5-(2-(4-(4-chloro-7,7-dimethyl-5-oxo-5,7-dihydroindolo[1,2-a]quinazolin-10-yl)piperidin-1-yl)-7-azaspiro[3.5]nonan-7-yl)-2-(2,6-dioxopiperidin-3-yl)isoindoline-1,3-dione